C(=C)P(O)(=O)C1CCC1 vinylcyclobutylphosphinic acid